(3,4-Diethoxyphenyl)-[4-(3-phenylpropyl)piperazin-1-yl]methanone C(C)OC=1C=C(C=CC1OCC)C(=O)N1CCN(CC1)CCCC1=CC=CC=C1